F[P-](F)(F)(F)(F)F.CC1=CC=C(C=C1)C(C(C)C)C1=CC=C(C=C1)[IH+] [4-(4-methylphenyl-2-methylpropyl)phenyl]iodonium hexafluorophosphate